CN1N=C2CCC(CC2=CC1=O)NC(C1=CC=CC=C1)=O N-(2-methyl-3-oxo-5,6,7,8-tetrahydrocinnolin-6-yl)benzamide